CC(C(=O)OCOP(=O)(COC[C@H]1O[C@H](C[C@@H]1O)N1C2=NC(=NC(=C2N=C1)S)N)OCOC(C(C)(C)C)=O)(C)C ((((((2R,3S,5R)-5-(2-amino-6-mercapto-9H-purin-9-yl)-3-hydroxytetrahydrofuran-2-yl)methoxy)methyl)phosphoryl) bis(oxy))bis(methylene) bis(2,2-dimethylpropanoate)